FC=1C=C(CC=2C=3N(C=C(N2)C2=NC(=NN2)C(F)F)N=CN3)C=C(C1)F 8-(3,5-difluorobenzyl)-6-(3-(difluoromethyl)-1H-1,2,4-triazol-5-yl)-[1,2,4]triazolo[1,5-a]pyrazine